BrC1=CC=C(C(=N1)OC)[N+](=O)[O-] 6-bromo-2-methoxy-3-nitropyridine